CN(C1C2CC3CC(CC1C3)C2)C 2-dimethylaminoadamantane